COC1=C(C=CC=C1C(C(C)=O)(C)C)C1=C(C=C(C=C1C)C)C 3-(2-methoxy-2',4',6'-trimethyl-[1,1'-biphenyl]-3-yl)-3-methylbutan-2-one